C(=C)C(C(=O)O)CCCCC=C vinyl-7-octenoic acid